NC=1C=2N(C3=CC(=CC=C3N1)C(=O)N(C1COCC3=NC(=CC=C31)C(F)(F)F)C)C=NC2 4-amino-N-methyl-N-(2-(trifluoromethyl)-5,8-dihydro-6H-pyrano[3,4-b]pyridin-5-yl)imidazo[1,5-a]quinoxaline-8-carboxamide